NC1=CC=2C3=C(C(N(C2C=C1)C)=O)OCC[C@H](N3)C (R)-10-amino-2,7-dimethyl-1,2,3,4-tetrahydro-[1,4]oxazepino[2,3-c]quinolin-6(7H)-one